O1C[C@@H](CC1)NC1=NC(=CC(=N1)C=1N=NN(C1)CC1=CC=CC(=N1)C1CCN(CC1)CC(=O)O)C1=CC(=CC=C1)C#N (4-{6-[(4-{2-[(R)-tetrahydrofuran-3-ylamino]-6-(m-cyanophenyl)-4-pyrimidinyl}-1H-1,2,3-triazol-1-yl)methyl]-2-pyridinyl}-1-piperidinyl)acetic acid